C(C)OC(=O)C1(CCC1)SC=1N=C(C2=C(N1)SC=C2)NC2=CC=C(C=C2)C#N 1-((4-((4-cyanophenyl)amino)thieno[2,3-d]pyrimidin-2-yl)thio)cyclobutane-1-carboxylic acid ethyl ester